5-bromo-3-ethyl-7-fluoro-3-methyl-2,3-dihydrobenzofuran BrC=1C=C(C2=C(C(CO2)(C)CC)C1)F